ClC=1C(=NC(=NC1)N[C@H]1[C@@H]([C@@H]2[C@H](O[C@H](C1)O2)C)O)C=2C=C(C1=C(N(C(=N1)C(C)(C)O)C(C)C)C2)F (1R,2S,3R,5S,7R)-3-((5-chloro-4-(4-fluoro-2-(2-hydroxypropan-2-yl)-1-isopropyl-1H-benzo[d]imidazol-6-yl)pyrimidin-2-yl)amino)-7-methyl-6,8-dioxabicyclo[3.2.1]octan-2-ol